O=C1NC(CCC1N1C(C2=CC=C(C=C2C1)C1CCN(CC1)C1CN(CCC1)C(=O)OC(C)(C)C)=O)=O tert-butyl 4-(2-(2,6-dioxopiperidin-3-yl)-1-oxoisoindolin-5-yl)-[1,3'-bipiperidine]-1'-carboxylate